10-methoxy-2,3,4,5-tetrahydro-1H-benzofuro[3,2-c]azepine COC1=CC=CC2=C1C=1CNCCCC1O2